ClC=1C=C(C=C(C1)Cl)NC1=NC=C(C(=N1)NC1CCN(CC1)C(C)=O)C=1C=NN(C1)C 1-(4-(2-(3,5-dichlorophenylamino)-5-(1-methyl-1H-pyrazol-4-yl)pyrimidin-4-ylamino)piperidin-1-yl)ethanone